4-(7-fluoro-1,2,3,4-tetrahydroquinoline-2-yl)benzenesulfonamide FC1=CC=C2CCC(NC2=C1)C1=CC=C(C=C1)S(=O)(=O)N